BrC1=CC=C(C(=N1)C#N)N(C)C 6-bromo-3-(dimethylamino)picolinonitrile